(hydroxy-3-tertiary butyl-5'-methylphenyl)-5-chlorobenzotriazole OC1=C(C=C(C=C1C(C)(C)C)C)C1=C(C=CC=2NN=NC21)Cl